6-deoxy-L-mannose O=C[C@H](O)[C@H](O)[C@@H](O)[C@@H](O)C